COC=1C(=CC=NC1C)C 5-methoxy-4,6-dimethylpyridin